(1r,4r)-4-(4-amino-5-(4-((5-fluoro-2-methoxybenzamido)methyl)phenyl)imidazo[5,1-f][1,2,4]triazin-7-yl)-1,4-dimethylcyclohexane-1-carboxylic acid NC1=NC=NN2C1=C(N=C2C2(CCC(CC2)(C(=O)O)C)C)C2=CC=C(C=C2)CNC(C2=C(C=CC(=C2)F)OC)=O